5-(2-azido-3-chloro-phenyl)-1-tetrahydropyran-2-yl-pyrazole N(=[N+]=[N-])C1=C(C=CC=C1Cl)C1=CC=NN1C1OCCCC1